3-((1R,3R)-1-(3,5-difluoro-2-(2-((3-fluoropropyl)amino)ethoxy)pyridin-4-yl)-3,6-dimethyl-1,3,4,9-tetrahydro-2H-pyrido[3,4-b]indol-2-yl)-2,2-difluoropropan-1-ol FC=1C(=NC=C(C1[C@H]1N([C@@H](CC2=C1NC1=CC=C(C=C21)C)C)CC(CO)(F)F)F)OCCNCCCF